tert-butyl 4-(5-(3,3-dimethylbutanoyl)-4,5,6,7-tetrahydrothiazolo[5,4-c]pyridin-2-yl)piperazine-1-carboxylate CC(CC(=O)N1CC2=C(CC1)N=C(S2)N2CCN(CC2)C(=O)OC(C)(C)C)(C)C